CNS(=O)(=O)C=1C=C(C=CC1)B(O)O (3-(N-methylsulfamoyl)phenyl)boronic acid